CNC1=NC(N([C@H]2[C@H](O)[C@H](O)[C@@H](CO)O2)C=C1N)=O N4-methyl-5-aminocytidine